4,4'-(2,7-dibromo-9H-fluorene-9,9-diyl)bis(2,6-dimethylphenol) BrC1=CC=2C(C3=CC(=CC=C3C2C=C1)Br)(C1=CC(=C(C(=C1)C)O)C)C1=CC(=C(C(=C1)C)O)C